CC1=CC=CC2=CC=CC(=C12)B(O)O 1-METHYLNAPHTHALENE-8-BORONIC ACID